FC=1C=CC(=NC1)C1=NN2C(CC[C@@](C2)(C#N)C([2H])([2H])[2H])=C1C1=C2C(=NC=C1)NN=C2 (S)-2-(5-Fluoropyridin-2-yl)-6-(methyl-d3)-3-(1H-pyrazolo[3,4-b]pyridin-4-yl)-4,5,6,7-tetrahydropyrazolo[1,5-a]pyridine-6-carbonitrile